C(C)(C)(C)OC(CN(CC(=O)OCC1=CC=CC=C1)C(\C=C\COC1CCC(CC1)OCCN(CC1=CC=CC=C1)CC1=CC=CC=C1)=O)=O benzyl N-(2-(tert-butoxy)-2-oxoethyl)-N-((E)-4-(((1r,4r)-4-(2-(dibenzylamino)ethoxy)cyclohexyl)oxy)but-2-enoyl)glycinate